2-amino-N-[(1S,2S)-2-({4-[5-(4-methylpiperazin-1-yl)-5,6,7,8-tetrahydronaphthalen-2-yl]phenyl}methoxy)cyclopentyl]-5-(1-methyl-1H-pyrazol-4-yl)pyridine-3-carboxamide NC1=NC=C(C=C1C(=O)N[C@@H]1[C@H](CCC1)OCC1=CC=C(C=C1)C1=CC=2CCCC(C2C=C1)N1CCN(CC1)C)C=1C=NN(C1)C